N-(1,1-dimethylprop-2-ynyl)-4-[[2-(1-tetrahydropyran-2-yl-indazol-6-yl)acetyl]amino]pyridine-2-carboxamide CC(C#C)(C)NC(=O)C1=NC=CC(=C1)NC(CC1=CC=C2C=NN(C2=C1)C1OCCCC1)=O